ClC1=NC(=C2N=CNC2=N1)NC1CCNCC1 2-chloro-N-(tetrahydro-2H-pyridine-4-yl)-9H-purin-6-amine